5-[(4R,10bS)-8-(3a-methoxy-1,2,3,4,6,6a-hexahydropyrrolo[3,4-c]pyrrol-5-yl)-4-methyl-3,4,6,10b-tetrahydro-1H-pyrazino[2,1-a]isoindol-2-yl]quinoline-8-carbonitrile COC12C(CN(C1)C=1C=C3CN4[C@@H](C3=CC1)CN(C[C@H]4C)C4=C1C=CC=NC1=C(C=C4)C#N)CNC2